N1N=NC(=C1)C(=O)OCC ethyl 1,2,3-triazole-4-carboxylate